C1(=CC(=CC=C1)N1C(NC2=C(SC=3N=CC=C1C32)C(=O)N[C@H]3[C@H](CCC3)NC(C=C)=O)=O)C3=CC=CC=C3 5-([1,1'-Biphenyl]-3-yl)-N-((1R,2S)-2-acrylamidocyclopentyl)-4-oxo-4,5-dihydro-3H-1-thia-3,5,8-triazaacenaphthylene-2-carboxamide